3-bis(hydroxymethyl)methyl-5,5-dimethylhydantoin triiron-copper [Cu].[Fe].[Fe].[Fe].OCC(N1C(NC(C1=O)(C)C)=O)CO